2-bromo-9-methyl-9H-pyrrolo[2,3-b:4,5-c']dipyridine BrC1=CC=C2C(=N1)N(C1=C2C=NC=C1)C